OC(CNC1=CC=C(C=2C(C3=CC=CC=C3C(C12)=O)=O)NCC(CO)O)CO 1,4-bis-(β,γ-dihydroxypropylamino)-anthraquinone